O[C@@H]1C[C@@H]2CC([C@H]3[C@@H]4CC[C@H]([C@@H](CCCC(C)(C)O)C)[C@]4(CC[C@@H]3[C@]2(CC1)C)C)C#N 3β,25-dihydroxy-5α-cholestane-7-carbonitrile